N1C=NC2=C1C=CC(=C2)N2C(OCC2C2=CC=C(C=C2)N2CC(CC2)(F)F)=O 3-(1H-benzo[d]imidazol-5-yl)-4-(4-(3,3-difluoropyrrolidin-1-yl)phenyl)oxazolidin-2-one